3-[2-(3-{[4-(azetidine-3-sulfonyl)phenoxy]methyl}-4-methylpyrrolidin-1-yl)ethyl]benzonitrile N1CC(C1)S(=O)(=O)C1=CC=C(OCC2CN(CC2C)CCC=2C=C(C#N)C=CC2)C=C1